(6R)-6-{[2-(4-fluorophenyl)[1,2,4]triazolo[1,5-c]quinazolin-5-yl]amino}-1,4-diazepin-5-one FC1=CC=C(C=C1)C1=NN2C(=NC=3C=CC=CC3C2=N1)NC=1C(N=CC=NC1)=O